C1(=CC=C(C=C1)C(=O)Cl)C Para-toluoyl chloride